(S)-5-(tert-butoxy(1H-tetrazol-5-yl)methyl)-4-(4-chlorophenyl)-2,3,6-trimethyl-1-((1-methyl-1H-pyrazol-4-yl)methyl)-1H-pyrrolo[2,3-b]pyridine C(C)(C)(C)O[C@@H](C=1C(=C2C(=NC1C)N(C(=C2C)C)CC=2C=NN(C2)C)C2=CC=C(C=C2)Cl)C2=NN=NN2